di(3,4-epoxycyclohexylmethyl) adipate C(CCCCC(=O)OCC1CC2C(CC1)O2)(=O)OCC2CC1C(CC2)O1